4-amino-5-chloro-N-((1S,2R)-2-(3-chloro-6-fluoro-2-methylphenyl)-1-(5-oxo-4,5-dihydro-1,3,4-oxadiazol-2-yl)propyl)-4-methyl-chroman-8-sulfonamide NC1(CCOC2=C(C=CC(=C12)Cl)S(=O)(=O)N[C@@H]([C@H](C)C1=C(C(=CC=C1F)Cl)C)C=1OC(NN1)=O)C